2-[[1-(3-amino-3-oxo-propyl)-5-methyl-pyrazol-3-yl]amino]-N-(5-methyl-1H-indazol-4-yl)thiazole-5-carboxamide NC(CCN1N=C(C=C1C)NC=1SC(=CN1)C(=O)NC1=C2C=NNC2=CC=C1C)=O